4-(4-(2,2-difluorobenzo[d][1,3]dioxol-5-yl)phenyl)-1H-1,2,3-triazole-5-carboxylic acid FC1(OC2=C(O1)C=CC(=C2)C2=CC=C(C=C2)C=2N=NNC2C(=O)O)F